FC1(CCC2(C=NC3=CC=CC=C23)CC1)F 4,4-Difluorospiro[cyclohexane-1,3'-indole]